3-(6-((2-methylimidazo[1,2-a]pyridin-6-yl)carbamoyl)pyridazin-3-yl)-3,8-diazabicyclo[3.2.1]octane-8-carboxylic acid tert-butyl ester C(C)(C)(C)OC(=O)N1C2CN(CC1CC2)C=2N=NC(=CC2)C(NC=2C=CC=1N(C2)C=C(N1)C)=O